4-(cyanato)methoxybenzene O(C#N)COC1=CC=CC=C1